C(C)(C)C1=C(NC2=C1N=C(S2)C2CCC(CC2)N2CCOCCC2)C=2C=C(C=1N(C2)N=CN1)OC 4-(4-(6-isopropyl-5-(8-methoxy-[1,2,4]triazolo[1,5-a]pyridin-6-yl)-4H-pyrrolo[3,2-d]thiazol-2-yl)cyclohexyl)-1,4-oxaazepane